C1(CCCCC1)P(C1=C(C=CC=C1)C1=C(C=C(C=C1C(C)C)C(C)C)C(C)C)C1CCCCC1 dicyclohexyl[2',4',6'-tris(propan-2-yl)[1,1'-biphenyl]-2-yl]phosphane